(3-AMINO-5-NITROPHENYL)BORONIC ACID NC=1C=C(C=C(C1)[N+](=O)[O-])B(O)O